oxathiazolidine-3-carboxylate O1SN(CC1)C(=O)[O-]